N(=[N+]=[N-])C[C@H]1N([C@H](C2=C1C=NC=1C(=C(C(=CC21)OC)Cl)Cl)C)C(CO)=O 1-((1S,3S)-3-(azidomethyl)-6,7-dichloro-8-methoxy-1-methyl-1,3-dihydro-2H-pyrrolo[3,4-c]quinolin-2-yl)-2-hydroxyethan-1-one